C1(CC1)C=1N=C(C(=NC1CC)C(=O)N)NC1=CC(=CC=C1)CCNC([C@H](C)NC)=O (S)-5-cyclopropyl-6-ethyl-3-((3-(2-(2-(methylamino)propanamido)ethyl)phenyl)amino)pyrazine-2-carboxamide